BrC1=CC=C(C=C1)C1(OCCO1)C1CCNCC1 4-(2-(4-Bromophenyl)-1,3-dioxolan-2-yl)piperidine